benzhydryl-sulfinate C(C1=CC=CC=C1)(C1=CC=CC=C1)S(=O)[O-]